12-(2-Aminoethyl)-2,3-dimethoxy-[1,3]dioxolo[4',5':4,5]benzo[1,2-c]phenanthridin-13(12H)-one NCCN1C=2C3=C(C=CC2C2=CC(=C(C=C2C1=O)OC)OC)C=C1C(=C3)OCO1